2,2'-azobis[2-(2-imidazolinyl)propane] N(=NC(C)(C)N1C=NCC1)C(C)(C)N1C=NCC1